CNC1(CCC1)CO (1-(methylamino)cyclobutyl)methanol